3-methyl-2-benzothiazolone hydrazone CN1C(SC2=C1C=CC=C2)=NN